4-chlorobutane-1-sulfonic acid anion ClCCCCS(=O)(=O)[O-]